ClC=1C(=CC(=NC1)NC([C@H](C)C1=NC(=CC=C1)C(C)(C)O)=O)C1=C2N(N=C1)CC(C2)(C)C (R)-N-(5-chloro-4-(5,5-dimethyl-5,6-dihydro-4H-pyrrolo[1,2-b]pyrazol-3-yl)pyridin-2-yl)-2-(6-(2-hydroxypropan-2-yl)pyridin-2-yl)propionamide